(2S,3S,4R,6E)-3-hydroxy-2-methylaminooct-6-enoic acid C/C=C/C[C@@H](C)[C@@H]([C@@H](C(=O)O)NC)O